(S)-N3-(1-amino-3-hydroxy-2-methyl-1-oxopropan-2-yl)-2-methyl-N5-phenylbenzofuran-3,5-dicarboxamide NC([C@@](CO)(C)NC(=O)C1=C(OC2=C1C=C(C=C2)C(=O)NC2=CC=CC=C2)C)=O